[NH4+].COCC(=O)[O-] Methoxyacetic acid ammonium salt